FC1C(C(C1)F)F 1,2,3-trifluorocyclobutane